C(C=C)OC(=O)NC[C@@H](CN(C(OCC=C)=O)C[C@@H](CN)O)O Allyl N-[(2S)-3-(allyloxycarbonylamino)-2-hydroxy-propyl]-N-[(2R)-3-amino-2-hydroxy-propyl]carbamate